(((3-bromophenyl)(3,5-di-tert-butyl-4-hydroxyphenyl)(phenyl)methyl)thio)acetaldehyde BrC=1C=C(C=CC1)C(SCC=O)(C1=CC=CC=C1)C1=CC(=C(C(=C1)C(C)(C)C)O)C(C)(C)C